(E)-4-AMINOBUT-2-ENYLBORONIC ACID HYDROCHLORIDE Cl.NC/C=C/CB(O)O